2,5-difluoro-N-(1,2,4-thiadiazol-5-yl)-phenylamine FC1=C(C=C(C=C1)F)NC1=NC=NS1